C(C)OC(=O)C1=C(N=C(N1COCC[Si](C)(C)C)N1C(CN(CC1)C(=O)OC(C)(C)C)=O)C tert-butyl 4-[5-ethoxycarbonyl-4-methyl-1-(2-trimethylsilylethoxymethyl)-imidazol-2-yl]-3-oxo-piperazine-1-carboxylate